OCCC(=O)OCOC=1C(=C2C(CC(OC2=CC1O)C1=CC(=C(C=C1)O)O)=O)O ((2-(3,4-dihydroxyphenyl)-5,7-dihydroxy-4-oxochroman-6-yl)oxy)methyl 3-hydroxypropanoate